2-(2,6-dioxopiperidin-3-yl)-5-((6-oxo-6-(4-(4-(quinoxalin-2-yl)-1H-pyrazol-1-yl)piperidin-1-yl)hexyl)amino)isoindoline-1,3-dione O=C1NC(CCC1N1C(C2=CC=C(C=C2C1=O)NCCCCCC(N1CCC(CC1)N1N=CC(=C1)C1=NC2=CC=CC=C2N=C1)=O)=O)=O